C(C)C1=NC(=NO1)C=1C=C2CC[C@H](C2=CC1)NC(=O)C=1C(=NN(C1)CCCO)C (R)-N-(5-(5-ethyl-1,2,4-oxadiazol-3-yl)-2,3-dihydro-1H-inden-1-yl)-1-(3-hydroxypropyl)-3-methyl-1H-pyrazole-4-carboxamide